(R)-3-Pyrrolidineol N1C[C@@H](CC1)O